FC1=C(N[C@H](C(=O)N2[C@@H]([C@H]3C([C@H]3C2)(C)C)C(=O)O)C(C)(C)C)C=CC(=C1)F (1R,2S,5S)-3-[(2S)-2-(2,4-difluoroanilino)-3,3-dimethyl-butanoyl]-6,6-dimethyl-3-azabicyclo[3.1.0]hexane-2-carboxylic acid